(5-bromo-2-chloropyridin-3-yl)methanol BrC=1C=C(C(=NC1)Cl)CO